4-[3,5-bis(2,2,2-trifluoroethyl)phenyl]but-3-en-2-one FC(CC=1C=C(C=C(C1)CC(F)(F)F)C=CC(C)=O)(F)F